FC(C1=CC2=C(SC(=C2)C(N[C@H]2CCC[C@@H]3N(C2=O)[C@@H](CC3)C(=O)N3CC(C3)C3=NC(=NC=C3)O)=O)C=C1)P(O)(O)=O (fluoro(2-(((3S,6S,9aS)-3-(3-(2-hydroxypyrimidin-4-yl)azetidine-1-carbonyl)-5-oxooctahydro-1H-pyrrolo[1,2-a]azepin-6-yl)carbamoyl)benzo[b]thiophen-5-yl)methyl)phosphonic acid